ClC1=CC=C2C(=C(NC2=C1Cl)CC(=O)O)C=1C=NN(C1)C1OCCCC1 2-[6,7-dichloro-3-(1-tetrahydropyran-2-ylpyrazol-4-yl)-1H-indol-2-yl]acetic acid